NC1=NC=C2N(C(N(C2=N1)[C@@H]1O[C@@H](C[C@H]1O)CO)=O)CC=1C=C(C#N)C=CC1 3-((2-Amino-9-((2R,3R,5S)-3-hydroxy-5-(hydroxymethyl)tetrahydrofuran-2-yl)-8-oxo-8,9-dihydro-7H-purin-7-yl)methyl)benzonitril